C1(C=CC(N1CC(=O)N1C(CCC1=O)=O)=O)=O N-(α-maleimidoacetyl)-succinimide